1-methyl-dicarboxyl-1,2,3,4-tetrahydronaphthalene CC1(C(CCC2=CC=CC=C12)C(=O)O)C(=O)O